C(C(=C)C)(=O)OC1=CC=C(C=C1)[S+](C)C (4-(methacryloyloxy)phenyl)dimethylsulfonium